CN1CCN(CC1)C=1C=CC(=NC1)NC=1N=CC2=C(N1)N1C(=C2)C(NCC12CCCCC2)=O 2'-{[5-(4-methylpiperazin-1-yl)pyridin-2-yl]amino}-7',8'-dihydro-6'H-spiro[cyclohexane-1,9'-pyrazino[1',2':1,5]pyrrolo[2,3-d]pyrimidin]-6'-one